(Z)-3-(3-(3,5-bis(trifluoromethyl)phenyl)-1H-1,2,4-triazol-1-yl)-1-(3-fluoro-3-(pyrimidin-5-ylmethyl)azetidin-1-yl)prop-2-en-1-one FC(C=1C=C(C=C(C1)C(F)(F)F)C1=NN(C=N1)\C=C/C(=O)N1CC(C1)(CC=1C=NC=NC1)F)(F)F